1-[6-(5-bromobenzimidazol-1-yl)-3-[(2R,4R)-4-fluorotetrahydrofuran-2-yl]-2-pyridyl]-5-methyl-pyrazole-3-carbonitrile BrC1=CC2=C(N(C=N2)C2=CC=C(C(=N2)N2N=C(C=C2C)C#N)[C@@H]2OC[C@@H](C2)F)C=C1